N1C=CC=2C1=NC=C(C2)CN2CCC1=CC=C(C=C21)C(=O)NC2=CC(=CC(=C2)C(F)(F)F)N2C=NC(=C2)C 1-((1H-pyrrolo[2,3-b]pyridin-5-yl)methyl)-N-(3-(4-methyl-1H-imidazol-1-yl)-5-(trifluoromethyl)phenyl)indolin-6-carboxamid